N-((1R,2R,4S)-7-cyano-7-azabicyclo[2.2.1]heptan-2-yl)-2-methyl-2-propenamide C(#N)N1[C@H]2[C@@H](C[C@@H]1CC2)NC(C(=C)C)=O